chromium hydroxide (chromate) [Cr](=O)(=O)([O-])[O-].[OH-].[Cr+3]